2-(1-(piperidin-4-yl)-6',7'-dihydrospiro[piperidine-4,5'-pyrrolo[2,3-c]pyridazin]-3'-yl)phenol N1CCC(CC1)N1CCC2(CNC=3N=NC(=CC32)C3=C(C=CC=C3)O)CC1